5-{2-amino-[1,2,4]triazolo[1,5-a]pyridin-7-yl}-N-{[3-(cyclopentylmethoxy)pyridin-2-yl]methyl}-2,6-dimethylpyridine-3-carboxamide NC1=NN2C(C=C(C=C2)C=2C=C(C(=NC2C)C)C(=O)NCC2=NC=CC=C2OCC2CCCC2)=N1